C(C)C1=C(C(=CC=C1)CC)NC=1C(C2=CC=CC=C2C(C1)=O)=O 2-((2,6-diethylphenyl)amino)naphthalene-1,4-dione